C(C)(C)(C)OC(=O)N1CCC2(COC2)CC1.C(C)ONC(C1=CN=C(C=C1NC1=C(C=C(C=C1)OC)N(S(=O)(=O)C)C)NC=1SC(=CN1)C)=O N-ethoxy-4-((4-methoxy-2-(N-methylmethanesulfonamido)phenyl)amino)-6-(5-methylthiazol-2-ylamino)nicotinamide tert-butyl-2-oxa-7-azaspiro[3.5]nonane-7-carboxylate